Hexylquinoline-6-sulfonamide C(CCCCC)C1=NC2=CC=C(C=C2C=C1)S(=O)(=O)N